propoxyl-phenol O(CCC)C1=C(C=CC=C1)O